NC1=C(C=C(C=C1)C1=CC=CC=C1)O 4-amino-[1,1'-biphenyl]-3-ol